C(#N)C=1C(=NN(C1N(C)CC1=CC=C(C=C1)C(N)=N)C(=O)C1=CSC=C1)C1C(N(CC1)C(=O)N1CCOCC1)C 4-[({4-cyano-3-[2-methyl-1-(morpholine-4-carbonyl)pyrrolidin-3-yl]-1-(thiophene-3-carbonyl)-1H-pyrazol-5-yl}(methyl)amino)methyl]benzene-1-carboximidamide